1-(1H-imidazol-2-yl)-cyclopropan-1-amine hydrochloride Cl.N1C(=NC=C1)C1(CC1)N